P(O)(=O)(OP(=O)(O)OP(=O)(O)O)OC[C@@H]1[C@H]([C@H]([C@@](O1)(N1C(=O)N=C(NC(CCC)=O)C=C1)F)O)O fluoro-N4-butyrylcytidine triphosphate